4-oxo-4,5-dihydro-1H-pyrazole O=C1C=NNC1